Cyclopentyl-(diphenyl)phosphine palladium iron dichloride [Fe](Cl)Cl.[Pd].C1(CCCC1)P(C1=CC=CC=C1)C1=CC=CC=C1